methyl (1r,2'S,4S)-4-(3-chloroanilino)-6'-hydroxy-2'-{(2R)-2-methyl-3-[(thieno[3,2-b]pyridin-7-yl)oxy]propyl}-2',3'-dihydrospiro[cyclohexane-1,1'-indene]-4-carboxylate ClC=1C=C(NC2(CCC3([C@H](CC4=CC=C(C=C34)O)C[C@H](COC3=C4C(=NC=C3)C=CS4)C)CC2)C(=O)OC)C=CC1